O=C1N(CC1)C(=O)N[C@@H](CCCCN)C(=O)[O-] (2-oxoazetidine-1-carbonyl)-L-lysinate